ClC=1C=C(C=C(C1)Cl)C1=NC(=CC(=C1)CN1CCC(CC1)CC(=O)O)OC1=NC=C(N=C1)N1CCN(CC1)C 2-(1-((2-(3,5-dichlorophenyl)-6-((5-(4-methylpiperazin-1-yl)pyrazin-2-yl)oxy)pyridin-4-yl)methyl)piperidin-4-yl)acetic acid